BrC1=CC=C2C(CC3(CCN(CC3)CC=3OC(=NN3)C3=CC=C(C=C3)OC)OC2=C1)O 7-bromo-1'-((5-(4-methoxyphenyl)-1,3,4-oxadiazol-2-yl)methyl)spiro[chromane-2,4'-piperidin]-4-ol